Ethyl-estrenol C(C)C([C@@]12C=CC[C@H]1[C@@H]1CCC3CCCC[C@@H]3[C@H]1CC2)O